2-benzyloxycarbonyl-6-(4-ethoxycarbonyl-1,5-dimethyl-pyrrol-2-yl)-3,4-dihydro-1H-isoquinoline-7-carboxylic acid C(C1=CC=CC=C1)OC(=O)N1CC2=CC(=C(C=C2CC1)C=1N(C(=C(C1)C(=O)OCC)C)C)C(=O)O